Methyl 2-(azetidin-3-yl)acetate N1CC(C1)CC(=O)OC